NC=1C2=C(N=CN1)N(C=C2C2=CC=C(C=C2)NC(=O)C=2C(N(N=C(C2)C(C)C)C2=NC=C(C=C2)C)=O)C(C(F)(F)F)C N-(4-(4-Amino-7-(1,1,1-trifluoropropan-2-yl)-7H-pyrrolo[2,3-d]pyrimidin-5-yl)benzeneyl)-6-isopropyl-2-(5-methylpyridin-2-yl)-3-oxo-2,3-dihydropyridazine-4-carboxamide